N-ethyl-2-methylmorpholine-4-sulfonamide C(C)NS(=O)(=O)N1CC(OCC1)C